1-vinyl-3-dodecyl-imidazole bromine salt [Br].C(=C)N1CN(C=C1)CCCCCCCCCCCC